CC=1N=C2N(C=C(C=C2C(F)(F)F)N=C(C2=CC=CC=C2)C2=CC=CC=C2)C1 N-(2-methyl-8-(trifluoromethyl)imidazo[1,2-a]pyridin-6-yl)-1,1-diphenylmethanimine